C1C(CC12OCCCC2)O 5-oxaspiro[3.5]nonan-2-ol